(s)-1-((6-(tert-butylsulfonyl)-3-iodoimidazo[1,2-a]pyridin-7-yl)oxy)propan-2-ol C(C)(C)(C)S(=O)(=O)C=1C(=CC=2N(C1)C(=CN2)I)OC[C@H](C)O